n-Butyl-acrylat C(CCC)OC(C=C)=O